2-(3,5-dichloro-4-((2'-chloro-6-hydroxy-[1,1'-biphenyl]-3-yl)methyl)phenoxy)-N-methylacetamide ClC=1C=C(OCC(=O)NC)C=C(C1CC=1C=C(C(=CC1)O)C1=C(C=CC=C1)Cl)Cl